C(CCCC)C(=C)C=C 2-amyl-1,3-butadiene